6-(5-fluoropyridin-2-yl)-8-methoxy-N-((5-methyl-1,3,4-oxadiazol-2-yl)methyl)quinazolin-4-amine FC=1C=CC(=NC1)C=1C=C2C(=NC=NC2=C(C1)OC)NCC=1OC(=NN1)C